(5-fluoro-1H-indol-3-yl)-3,3-dimethyl-2-carbonyl-1-phenethylindoline-6-carboxamide FC=1C=C2C(=CNC2=CC1)C1=C2C(C(N(C2=CC(=C1)C(=O)N)CCC1=CC=CC=C1)=C=O)(C)C